COC1=CC=C(C=C1)CN1C([C@](CC1=O)(C)[C@H](C)C1=CC=C(C=C1)CC(=O)O)=O 2-[4-[(1R)-1-[(3S)-1-[(4-methoxyphenyl)methyl]-3-methyl-2,5-dioxo-pyrrolidin-3-yl]ethyl]phenyl]acetic acid